magnesium-silicon water O.[Si].[Mg]